ClC=1C2=C(N=CN1)N(C=C2I)C2CCNCC2 4-chloro-5-iodo-7-piperidin-4-yl-7H-pyrrolo[2,3-d]pyrimidine